FC1=CC(=C(C=C1)C1=CC(=CC=C1)C=1OC2=C(N1)C=C(C=C2C)CO)C2=NN=CN2C {2-[4'-Fluoro-2'-(4-methyl-1,2,4-triazol-3-yl)-[1,1'-biphenyl]-3-yl]-7-methyl-1,3-benzoxazol-5-yl}methanol